8-bromo-7-methoxy-1-thiophen-3-yl-1,4-dihydro-chromeno[4,3-c]pyrazole-3-carboxylic acid ((1S,3S)-3-hydroxy-cyclopentyl)-amide O[C@@H]1C[C@H](CC1)NC(=O)C=1C2=C(N(N1)C1=CSC=C1)C=1C=C(C(=CC1OC2)OC)Br